C(C)(C)(CC)C1=C(C=CC(=C1)C(C)(C)CC)O 2,4-di-tert-amylphenol